tert-butyl (6aR)-3-bromo-4-chloro-2-[(2H3)methyloxy]-6a,7,9,10-tetrahydro-12H-pyrazino[2,1-c]pyrido[2,3-f][1,4]oxazepine-8(6H)-carboxylate BrC1=C(C2=C(CN3[C@@H](CO2)CN(CC3)C(=O)OC(C)(C)C)N=C1OC([2H])([2H])[2H])Cl